2,2-difluoro-2-(4-chlorophenyl)ethane-1-amine FC(CN)(C1=CC=C(C=C1)Cl)F